C(C)[Ti](N)(CC)(CC)CC tetraethyl-aminotitanium